2,2-di-(4-aminocyclohexyl)propane NC1CCC(CC1)C(C)(C)C1CCC(CC1)N